5-(3-chlorophenyl)oxazole-2-carboxylic acid ClC=1C=C(C=CC1)C1=CN=C(O1)C(=O)O